1-(benzofuran-7-yl)ethan-1-ol O1C=CC2=C1C(=CC=C2)C(C)O